2-bromo-2'-methyl-spiro[6,7-dihydrothieno[3,2-C]pyran-4,4'-piperidine]-1'-carboxylic acid tert-butyl ester C(C)(C)(C)OC(=O)N1C(CC2(CC1)OCCC1=C2C=C(S1)Br)C